5-hydroxy-1,7-bis(4-hydroxy-3-methoxyphenyl)hepta-1,4,6-trien-3-one OC(=CC(C=CC1=CC(=C(C=C1)O)OC)=O)C=CC1=CC(=C(C=C1)O)OC